NC1=CC=C(CN2C(C(C3=CC=CC=C23)C2OCC(CO2)(C)C)=O)C=C1 1-(4-aminobenzyl)-3-(5,5-dimethyl-1,3-dioxan-2-yl)-2-oxoindol